2,2'-(furan-2,5-diyl)bis(benzo[d]oxazol-5-amine) O1C(=CC=C1C=1OC2=C(N1)C=C(C=C2)N)C=2OC1=C(N2)C=C(C=C1)N